4-[5-fluoro-1-(4-fluoro-3-methyl-phenyl)-2-tetrahydropyran-4-yl-indol-3-yl]Benzoic acid FC=1C=C2C(=C(N(C2=CC1)C1=CC(=C(C=C1)F)C)C1CCOCC1)C1=CC=C(C(=O)O)C=C1